ClC=1C=C(C=CC1F)C=1N=CN(C1C=1C=CC=2N(N1)C(=CN2)C(=O)N)C(C)C 6-(4-(3-chloro-4-fluorophenyl)-1-isopropyl-1H-imidazol-5-yl)imidazo[1,2-b]pyridazine-3-carboxamide